ClC1=C(C=CC=C1OC1CC1)C1CC=2C=NN(C(C2CC1)=O)C1=NC=CC=N1 6-(2-chloro-3-cyclopropoxyphenyl)-2-(pyrimidin-2-yl)-5,6,7,8-tetrahydrophthalazin-1(2H)-one